C[C@H]1CN(C[C@@H](N1)C)C=1C=C(C=C2C(=NC(=NC12)C)C=1SC(=NN1)C)S(=O)(=O)NC1(CC1)C 8-[(3S,5S)-3,5-dimethylpiperazin-1-yl]-2-methyl-N-(1-methylcyclopropyl)-4-(5-methyl-1,3,4-thiadiazol-2-yl)quinazoline-6-sulfonamide